C(=O)(OC(C)(C)C)N[C@@H]1CC[C@H](CC1)CC(=O)O trans-(N-Boc-4-aminocyclohexyl)acetic acid